2-(5-(N-(2-(2-(2-(2-azidoethoxy)ethoxy)ethoxy)ethyl)-1-(isoquinolin-4-yl)piperidine-3-carboxamido)-2-oxopyridin-1(2H)-yl)acetic acid N(=[N+]=[N-])CCOCCOCCOCCN(C(=O)C1CN(CCC1)C1=CN=CC2=CC=CC=C12)C=1C=CC(N(C1)CC(=O)O)=O